N-((3-methyl-2-(tetrahydro-2H-pyran-4-yl)-1H-indol-5-yl)methyl)pyridazine CC1=C(NC2=CC=C(C=C12)CN1NC=CC=C1)C1CCOCC1